ε-aminocaproate NCCCCCC(=O)[O-]